COC(C(CN(C)CC1=CC=CC=C1)C)=O N-benzyl-N-methyl-2-methyl-β-alanine methyl ester